(E)-1-(3,3-diethoxyprop-1-en-1-yl)-4,4-dimethylcyclohex-1-en C(C)OC(/C=C/C1=CCC(CC1)(C)C)OCC